4,6-dimethoxy-N-(1-(2-(methylamino)ethyl)-7'-(trifluoromethyl)spiro[azetidine-3,4'-chromeno[4,3-d]thiazol]-2'-yl)pyrimidine-5-carboxamide COC1=NC=NC(=C1C(=O)NC=1SC2=C(N1)C=1C=CC(=CC1OC21CN(C1)CCNC)C(F)(F)F)OC